N-[[4,5-dichloro-2-(prop-2-en-1-yloxy)phenyl][1-(2-methylpropanoyl)piperidin-4-yl]methyl]-2-methylpropane-2-sulfinamide ClC1=CC(=C(C=C1Cl)C(NS(=O)C(C)(C)C)C1CCN(CC1)C(C(C)C)=O)OCC=C